N-[(1S)-5-[2-(2-aminopyridin-3-yl)-5-methylimidazo[4,5-b]pyridin-3-yl]-2,3-dihydro-1H-inden-1-yl]-3-formyl-4-hydroxybenzamide NC1=NC=CC=C1C1=NC=2C(=NC(=CC2)C)N1C=1C=C2CC[C@@H](C2=CC1)NC(C1=CC(=C(C=C1)O)C=O)=O